7-(5-{[(2R,4S)-2-Methylpiperidin-4-yl]oxy}[1,3]thiazolo[5,4-d][1,3]thiazol-2-yl)-4-(1H-pyrazol-4-yl)-1H-pyrrolo[2,3-c]pyridin Hydrochlorid Cl.C[C@H]1NCC[C@@H](C1)OC=1SC2=C(N1)SC(=N2)C=2N=CC(=C1C2NC=C1)C=1C=NNC1